(2,3,4,5,6-pentahydroxyhexyl)benzamide OC(CC1=C(C(=O)N)C=CC=C1)C(C(C(CO)O)O)O